5-(4-Hydroxy-phenyl)-isoxazole-3-carboxylic acid {2-oxo-2-[4-(3-trifluoromethyl-phenoxy)-piperidin-1-yl]-ethyl}-amide O=C(CNC(=O)C1=NOC(=C1)C1=CC=C(C=C1)O)N1CCC(CC1)OC1=CC(=CC=C1)C(F)(F)F